3-(2-Bromo-6-cyanophenyl)thiopropionic acid 2-ethylhexyl ester C(C)C(COC(CCC1=C(C=CC=C1C#N)Br)=S)CCCC